tert-butyl (R)-(1-(4-(5-(trifluoromethyl)pyrimidin-2-yl)piperazinecarbonyl)piperidin-3-yl)carbamate FC(C=1C=NC(=NC1)N1CCN(CC1)C(=O)N1C[C@@H](CCC1)NC(OC(C)(C)C)=O)(F)F